2-chloro-4-((cis-4-cyanocyclohexyl)amino)pyrimidine ClC1=NC=CC(=N1)N[C@@H]1CC[C@@H](CC1)C#N